C#COCCCC oxaheptyne